C1=CC=C(C=C1)[C-]=S.C1=CC=C(C=C1)[C-]=S.C1=CC=C(C=C1)[C-]=S.C1=CC=C(C=C1)[C-]=S.[Ni] Bis(dithiobenzyl)nickel